ClC1=CN=C2C(=N1)N(N=C2)CC(F)(F)F 6-chloro-1-(2,2,2-trifluoroethyl)-1H-pyrazolo[3,4-b]pyrazine